C(=CCCCCCCCC)C=1C=C(C=C(C1)O)O 5-Dec-1-enylbenzene-1,3-diol